C[C@@H]1[C@@H](NCCO1)C (2r,3s)-2,3-dimethylmorpholine